D,L-2-Amino-hexadecane-1,3-diol NC(CO)C(CCCCCCCCCCCCC)O